C/C=C\\C=C(\\C(=O)O)/[O-] The molecule is a monocarboxylic acid anion resulting from the removal of a proton from the carboxy group of (2Z,4Z)-2-hydroxyhexa-2,4-dienoic acid. It is a conjugate base of a (2Z,4Z)-2-hydroxyhexa-2,4-dienoic acid.